C(C)(=O)OC[C@H]1O[C@H]([C@@H](C1)OC(C)=O)N1C2=NC(=NC=C2N(C1=O)CC(=O)NS(=O)(=O)C)N ((2S,4R,5R)-4-acetoxy-5-(2-amino-7-(2-(methylsulfonamido)-2-oxoethyl)-8-oxo-7,8-dihydro-9H-purin-9-yl) tetrahydrofuran-2-yl)methyl acetate